(2,4-dichlorophenyl)-5-methyl-2,4-dihydro-3H-1,2,4-triazole-3-one ClC1=C(C=CC(=C1)Cl)N1N=C(NC1=O)C